N[C@@H](CSC(C)(C)CCO)C(=O)O anti-Felinin